CN(CCCN1N=CC(=N1)NC1=NC=C(C(=N1)NCCCN1C(COCCC1)=O)C(F)(F)F)C 4-(3-((2-((2-(3-(dimethylamino)propyl)-2H-1,2,3-triazol-4-yl)amino)-5-(trifluoromethyl)pyrimidin-4-yl)amino)propyl)-1,4-oxazepan-3-one